CCCCC/C=C\C/C=C\CCCCCCCCCC(=O)O[C@H](COC(=O)CCCC/C=C\C/C=C\C/C=C\C/C=C\CC)COP(=O)(O)OC[C@H](CO)O 1-(6Z,9Z,12Z,15Z-octadecatetraenoyl)-2-(11Z,14Z-eicosadienoyl)-glycero-3-phospho-(1'-sn-glycerol)